6-(2-ethoxy-3-pyridinyl)-3-isopropyl-1-methyl-N-[(1-methyltriazol-4-yl)methyl]pyrazolo[3,4-b]pyridin-4-amine C(C)OC1=NC=CC=C1C=1C=C(C2=C(N1)N(N=C2C(C)C)C)NCC=2N=NN(C2)C